hydroxyethylethylene iminodiacetate N1CC(=O)OCC(CCO)OC(C1)=O